(S)-5-(methylcarbamoyl)-4-(1-(pyridazin-4-yl)ethoxy)-1H-pyrrole-2-carboxylic acid CNC(=O)C1=C(C=C(N1)C(=O)O)O[C@@H](C)C1=CN=NC=C1